BrC1=C(SC=C1C)C(C)=O 1-(3-bromo-4-methylthiophen-2-yl)ethanone